(3-Chlorothiophen-2-yl)(1-hydroxybenzo[d]-[1,2,3]diazaborinin-2(1H)-yl)methanone ClC1=C(SC=C1)C(=O)N1N=CC2=C(B1O)C=CC=C2